(S)-N-(7-(3-((4-Fluorobenzyl)amino)-3-methylbut-1-yn-1-yl)-5-methyl-4-oxo-2,3,4,5-tetrahydrobenzo[b][1,4]oxazepin-3-yl)-4-phenoxypicolinamid FC1=CC=C(CNC(C#CC2=CC3=C(OC[C@@H](C(N3C)=O)NC(C3=NC=CC(=C3)OC3=CC=CC=C3)=O)C=C2)(C)C)C=C1